C1(CC1)C1=NNC(=N1)C1CC2(CN(C2)C(=O)N2CC3(C2)CN(C3)CC=3C=CC(NC3)=O)C1 5-[[2-[6-(3-cyclopropyl-1H-1,2,4-triazol-5-yl)-2-azaspiro[3.3]heptane-2-carbonyl]-2,6-diazaspiro[3.3]heptan-6-yl]methyl]-2-pyridone